C1CCCC=2C3=CC=CC=C3NC12 1,2,3,9-tetrahydro-4H-carbazole